C12NCC(C1N1C(=NC=3C(=NC=4C(=C(C(=CC4C31)CCC#N)C3=CC=CC1=CC=C(C=C31)F)F)C=3C=C(C(=O)NC)C=CC3)CC)C2 3-(1-((endo)-2-azabicyclo[2.1.1]hexan-5-yl)-8-(2-cyanoethyl)-2-ethyl-6-fluoro-7-(7-fluoronaphthalen-1-yl)-1H-imidazo[4,5-c]quinolin-4-yl)-N-methylbenzamide